CC(CC(=O)[O-])CC(C)(C)C 3,5,5-trimethylhexanoate